4-isoxazoleboronic acid O1N=CC(=C1)B(O)O